2,7-diaminopyrene NC1=CC2=CC=C3C=C(C=C4C=CC(=C1)C2=C43)N